5-(tert-butyl)-N-(2-methyl-4-(3-(4-propioloylpiperazin-1-yl)pyridin-4-yl)benzyl)-1,2,4-oxadiazole-3-carboxamide C(C)(C)(C)C1=NC(=NO1)C(=O)NCC1=C(C=C(C=C1)C1=C(C=NC=C1)N1CCN(CC1)C(C#C)=O)C